[NH4+].C(C(=O)N)(=O)[O-] OXAMIC ACID AMMONIUM SALT